N-(3-(8-((2R,5R)-5-((dimethylamino)methyl)pyrrolidin-2-yl)-3-(2,2,2-trifluoroethyl)imidazo[1,2-a]pyridin-2-yl)prop-2-yn-1-yl)-2-methoxy-4-(methylsulfonyl)aniline CN(C)C[C@H]1CC[C@@H](N1)C=1C=2N(C=CC1)C(=C(N2)C#CCNC2=C(C=C(C=C2)S(=O)(=O)C)OC)CC(F)(F)F